N[C@H]1[C@@H](OCC(C1)=C)C1=C(C2=NC(=CC(=C2S1)NCC=1SC=CC1)Cl)Br 2-((2R,3R)-3-amino-5-methylenetetrahydro-2H-pyran-2-yl)-3-bromo-5-chloro-N-(thiophen-2-ylmethyl)thieno[3,2-b]pyridin-7-amine